3-difluoromethyl-5-amino-1-(4-methoxyphenyl)-1,2,4-triazole FC(C1=NN(C(=N1)N)C1=CC=C(C=C1)OC)F